ferric pyrophosphate iron salt [Fe+].[O-]P([O-])(=O)OP(=O)([O-])[O-].[Fe+3]